iso-Pentyl-4-(2-(trifluoromethyl)-aziridin-1-yl)-1H-benzo[d]imidazole-1-carboxamide C(CC(C)C)C1=NC2=C(N1C(=O)N)C=CC=C2N2C(C2)C(F)(F)F